[I-].C(C)[N+](CCOCC)(CCC)CC N,N-diethyl-N-propyl-N-(2-ethoxyethyl)ammonium iodide